ClC=1C(=CC(=NC1)N1CC2(CCOC2)CC1)N 5-chloro-2-(2-oxa-7-azaspiro[4.4]nonan-7-yl)pyridin-4-amine